C1(CCC1)N1C=C(C=2C1=NC=C(C2)[N+](=O)[O-])C 1-cyclobutyl-3-methyl-5-nitro-1H-pyrrolo[2,3-b]pyridine